O1CCN(CC1)C1=C(OCCCCCCO)C=C(C(=C1)C=C)[N+](=O)[O-] 6-(2-morpholino-5-nitro-4-vinylphenoxy)hexanol